BrC#CC1=C(C=C(C(=C1)C#CBr)C#CBr)C#CBr 1,2,4,5-tetrakis(bromoethynyl)benzene